5-bromo[1,2,4]triazolo[1,5-a]pyridine BrC1=CC=CC=2N1N=CN2